6,7-dibromo-2-(2-ethylhexyl)-1H-benzo[de]isoquinoline-1,3(2H)-dione BrC=1C=CC=2C(N(C(C3=CC=C(C1C23)Br)=O)CC(CCCC)CC)=O